COC([C@@H](NC(CCCCCNC(=O)OC(C)(C)C)=O)CCCCNC(=O)OC(C)(C)C)=O N6-(tert-butoxycarbonyl)-N2-(6-((tert-butoxycarbonyl)amino)hexanoyl)-L-lysine methyl ester